(glycidoxy)propyl-trimethoxysilane METHYL-4-ISOCYANOBENZOATE COC(C1=CC=C(C=C1)[N+]#[C-])=O.C(C1CO1)OCCC[Si](OC)(OC)OC